5-benzoyl-dihydrofuran-2(3H)-one C(C1=CC=CC=C1)(=O)C1CCC(O1)=O